C[C@H](CC)CCCCCCCCCCCCCCCCCCCC (R)-3-Methyltricosane